ClC=1C(=NNC1)OC(=O)N1C(CCCC1)CO[C@@H]1CC[C@@H](CC1)C1=CC=CC=C1 4-chloro-1H-pyrazol-3-yl-2-((((CIS)-4-phenylcyclohexyl)oxy)methyl)piperidine-1-carboxylate